C[SiH](OC(C)C)C Dimethyl-iso-propoxysilane